(1R,3S)-3-(3-{[(2-methyl-1-oxo-2,3-dihydro-1H-isoindol-4-yl)acetyl]amino}-1H-pyrazol-5-yl)cyclopentyl (2S)-butan-2-ylcarbamate C[C@@H](CC)NC(O[C@H]1C[C@H](CC1)C1=CC(=NN1)NC(CC1=C2CN(C(C2=CC=C1)=O)C)=O)=O